1-(4-methoxybenzyl)-1H-indole-5-carboxylic acid COC1=CC=C(CN2C=CC3=CC(=CC=C23)C(=O)O)C=C1